3-(4-(4-(6-methoxy-4-oxo-4H-chromen-2-yl)phenoxy)phenyl)propanamide COC=1C=C2C(C=C(OC2=CC1)C1=CC=C(OC2=CC=C(C=C2)CCC(=O)N)C=C1)=O